1-amino-N-(2,2,2-trifluoro-ethyl)piperidine-5-carboxamide NN1CCCC(C1)C(=O)NCC(F)(F)F